(2-(4-fluoropiperidin-1-yl)-4-(4-methylpiperazin-1-yl)phenyl)-6-(1H-pyrazol-4-yl)pyridineamide FC1CCN(CC1)C1=C(C=CC(=C1)N1CCN(CC1)C)C=1C(=NC(=CC1)C=1C=NNC1)C(=O)N